methyl 6-fluoro-5-[4-[(5-fluoro-2-methyl-3-oxo-4H-quinoxalin-6-yl)methyl]piperazin-1-yl]pyridine-2-carboxylate FC1=C(C=CC(=N1)C(=O)OC)N1CCN(CC1)CC=1C(=C2NC(C(=NC2=CC1)C)=O)F